C(C)(C)(C)OC(=O)N1CC(CC1)NC(CC(CCOS(=O)(=O)C)C1=C(C(=CC=C1OCOCC[Si](C)(C)C)Cl)Cl)=O tert-butyl-3-[3-(2,3-dichloro-6-[[2-(trimethylsilyl)ethoxy]methoxy]phenyl)-5-(methanesulfonyloxy)pentanamido]pyrrolidine-1-carboxylate